Br.C1NCC12CNC(C2)=O 2,6-diazaspiro[3.4]octan-7-one hydrobromide